1-Bromo-3,6-di-tert-butylcarbazole BrC1=CC(=CC=2C3=CC(=CC=C3NC12)C(C)(C)C)C(C)(C)C